ClC1=NC=2N(C(=C1)N[C@H](C)C1=C(C=C(C=C1)C)Cl)N=CN2 (R)-5-chloro-N-(1-(2-chloro-4-methylphenyl)ethyl)-[1,2,4]triazolo[1,5-a]pyrimidin-7-amine